5-{8'-fluoro-6'-[(2-methoxyethoxy)methoxy]-3',4'-dihydro-1'H-spiro[[1,3]dioxolane-2,2'-naphthalen]-7'-yl}-1λ6,2,5-thiadiazolidine-1,1,3-trione FC=1C(=C(C=C2CCC3(CC12)OCCO3)OCOCCOC)N3CC(NS3(=O)=O)=O